(2s,5r)-2-(1,1-difluoroethyl)-7-oxo-1,6-diazabicyclo[3.2.1]oct-6-yl bisulfate S(ON1[C@@H]2CC[C@H](N(C1=O)C2)C(C)(F)F)(O)(=O)=O